ClC1=CC=C(C=C1)[C@H]1O[C@@H](C(N([C@H]1C1=CC=C(C=C1)Cl)[C@@H](C(=O)OCC)C1CC1)=O)CC1=CC=C(C=C1)C#N (R)-ethyl 2-((2R,3S,6R)-2,3-bis(4-chlorophenyl)-6-(4-cyanobenzyl)-5-oxomorpholino)-2-cyclopropylacetate